rac-5-[(4-bromo-2-chloro-phenyl)methyl]-3-[6-chloro-3-[3-(trifluoromethyl)phenoxy]pyridazin-4-yl]-5,6-dihydro-4H-1,2,4-oxadiazine BrC1=CC(=C(C=C1)C[C@H]1NC(=NOC1)C1=C(N=NC(=C1)Cl)OC1=CC(=CC=C1)C(F)(F)F)Cl |r|